ethyl 2-[3-(tert-butoxycarbonylamino)-propanoylamino]-4-methyl-thiazole-5-carboxylate C(C)(C)(C)OC(=O)NCCC(=O)NC=1SC(=C(N1)C)C(=O)OCC